Cl.N[C@@H](C(=O)N[C@H](C(=O)NCC1=C(C=CC(=C1)Cl)O)C)CCC1=CC=CC=C1 (R)-2-amino-N-((S)-1-((5-chloro-2-hydroxybenzyl)amino)-1-oxopropan-2-yl)-4-phenylbutanamide hydrochloride